(3E)-4-ethoxy-1,1,1-trifluorobut-3-en-2-one C(C)O/C=C/C(C(F)(F)F)=O